Cl.C(CCC)OC1CCN(CC1)CCC(=O)C1=CC=CC=C1 4-butoxy-β-piperidyl-propiophenone hydrochloride